2-(benzo[d]isoxazol-3-yl)-N-(3-chlorophenyl)acetamide O1N=C(C2=C1C=CC=C2)CC(=O)NC2=CC(=CC=C2)Cl